BrC=1C=C(C(=O)NC2=CN(C(C=C2)=O)C2=CC(=CC=C2)F)C=CC1 3-bromo-N-(1-(3-fluorophenyl)-6-oxo-1,6-dihydropyridin-3-yl)benzamide